2-(4,5-dichloro-2-nitrophenylmethyl)isoindoline-1,3-dione ClC1=CC(=C(C=C1Cl)CN1C(C2=CC=CC=C2C1=O)=O)[N+](=O)[O-]